C(N)(=N)C=1C=C(SC1)CNC(=O)[C@H]1N(CC2(OCCO2)C1)C(CNC(=O)C1=CC=C(C=C1)C1=C(C=CC=C1F)F)=O (S)-N-((4-carbamimidoylthiophen-2-yl)methyl)-7-((2',6'-difluoro-[1,1'-biphenyl]-4-carbonyl)glycyl)-1,4-dioxa-7-azaspiro[4.4]nonane-8-carboxamide